4,6-Dimethoxy-1,3,5-triazin-2-yl (S)-4-(2-cyclohexyl-1-(4'-fluoro-[1,1'-biphenyl]-4-yl)ethoxy)benzoate C1(CCCCC1)C[C@H](OC1=CC=C(C(=O)OC2=NC(=NC(=N2)OC)OC)C=C1)C1=CC=C(C=C1)C1=CC=C(C=C1)F